(Z)-7-Dodecen CCCCCC\C=C/CCCC